d-(+)-fructose OCC(=O)[C@@H](O)[C@H](O)[C@H](O)CO